NC1=CC=C(C=N1)N1CCN(CC1)CC=1C=C2CN(C(C2=CC1)=O)C1CNCCC1 3-(5-((4-(6-aminopyridin-3-yl)piperazin-1-yl)methyl)-1-oxoisoindoline-2-yl)piperidine